(3-(4-(trifluoromethyl)phenyl)morpholino)methanone FC(C1=CC=C(C=C1)C1COCCN1C=O)(F)F